C1(CC1)S(=O)(=O)N cyclopropane-sulfonamide